FC1=CC=C(C(=O)N2[C@@H](C=3N(CC2)C(=NC3N3C(CC(CC3)=O)=O)C3=NC(=NS3)C)C)C=C1 (R)-1-[7-(4-fluorobenzoyl)-8-methyl-3-(3-methyl-1,2,4-thiadiazol-5-yl)-5,6,7,8-Tetrahydroimidazo[1,5-a]pyrazin-1-yl]piperidine-2,4-dione